(4-{[2-(cyclopropanecarboxamido)pyridin-4-yl]oxy}-3-fluorophenyl)-1-(2-fluorophenyl)-4-cyclopropyl-5-oxo-4,5-dihydro-1H-1,2,4-triazole-3-carboxamide C1(CC1)C(=O)NC1=NC=CC(=C1)OC1=C(C=C(C=C1)NC(=O)C1=NN(C(N1C1CC1)=O)C1=C(C=CC=C1)F)F